(R)-(4-aminophenyl)(3-fluoropyrrolidin-1-yl)methanone NC1=CC=C(C=C1)C(=O)N1C[C@@H](CC1)F